C(C)(C)(C)C=1C(C=CCC1)=O 2-tert-butyl-2,5-cyclohexadiene-one